Cl.CN1N=C2C(=CC(=CC2=C1)C1=CN2C(S1)=NC(=C2)C2CCNCC2)C 2,7-Dimethyl-5-[6-(piperidin-4-yl)imidazo[2,1-b][1,3]thiazol-2-yl]-2H-indazol Hydrochlorid